C[C@H]1[C@@H](C[C@H]([C@@H](O1)OCCCCCCCCCCCCCCCCCC[C@H](CC(=O)O)O)O)O The molecule is an omega-hydroxy fatty acid ascaroside that is oscr#38 in which the pro-R hydrogen beta to the carboxy group is replaced by a hydroxy group. It is a metabolite of the nematode Caenorhabditis elegans. It has a role as a Caenorhabditis elegans metabolite. It is an omega-hydroxy fatty acid ascaroside, a 3-hydroxy carboxylic acid and a monocarboxylic acid. It derives from an oscr#38 and a (3R)-3,21-dihydroxyhenicosanoic acid. It is a conjugate acid of a bhos#38(1-).